Ethyl 5-{2-[4-(difluoromethoxy)benzamido]-1-(4-methoxyphenyl)-1H-imidazol-4-yl}-1,2-oxazole-3-carboxylate FC(OC1=CC=C(C(=O)NC=2N(C=C(N2)C2=CC(=NO2)C(=O)OCC)C2=CC=C(C=C2)OC)C=C1)F